O=C(C(=O)OCC\C=C/CC)C1=CC=CC=C1 (Z)-hex-3-en-1-yl oxo(phenyl)acetate